3-(2-chloro-5-(3-chloro-5-(Trifluoromethyl)pyridin-2-yl)-4-fluorophenyl)-5-methyl-4,5-dihydroisoxazole-5-carboxylic acid ClC1=C(C=C(C(=C1)F)C1=NC=C(C=C1Cl)C(F)(F)F)C1=NOC(C1)(C(=O)O)C